CC1([C@H]2CN([C@@H]([C@H]2C1(C)C)C(=O)OC)C(=O)OC(C)(C)C)C 3-(tert-Butyl) 2-methyl (1R,2S,5S)-6,6,7,7-tetramethyl-3-azabicyclo[3.2.0]heptane-2,3-dicarboxylate